1-oxo-3,4,5',6',7',8'-hexahydro-1H-[2,5'-biisoquinoline]-7-carboxylate O=C1N(CCC2=CC=C(C=C12)C(=O)[O-])C1C=2C=CN=CC2CCC1